7-methoxy-1-(4-(methylthio)benzyl)-1H-pyrazolo[4,3-c][1,8]naphthyridine COC=1C=CC=2C3=C(C=NC2N1)C=NN3CC3=CC=C(C=C3)SC